ethyl 2-((2-((3,5-dimethoxyphenyl)amino)-2-oxoethyl)thio)-1H-imidazole-4-carboxylate COC=1C=C(C=C(C1)OC)NC(CSC=1NC=C(N1)C(=O)OCC)=O